rel-4-{[(1S,2S,3R)-8'-bromo-2-fluoro-3-methyl-4'H-spiro[cyclopropane-1,5'-naphtho[2,1-d][1,2]oxazol]-3'-yl]sulfamoyl}-3,5-dimethoxy-N-methylbenzamide BrC1=CC=C2[C@@]3(CC=4C(=NOC4C2=C1)NS(=O)(=O)C1=C(C=C(C(=O)NC)C=C1OC)OC)[C@H]([C@@H]3C)F |o1:5,32,33|